S1C(=NC2=C1C=CC=C2)CCN2C(N(C(C1=C2SC(=C1C)C(=O)OCC)=O)CC(=O)O)=O 2-[1-[2-(1,3-benzothiazol-2-yl)ethyl]-6-(ethoxycarbonyl)-5-methyl-2,4-dioxo-1H,2H,3H,4H-thieno[2,3-d]pyrimidin-3-yl]acetic acid